NC1CC(CC(C(=O)O)C1)C(=O)O 5-aminohexahydroisophthalic acid